C1(=CC=CC=C1)[C@H](C)NC(=O)N1[C@@H](CCC1)C(=O)NCC=1C=NC=CC1 (S)-N1-((S)-1-Phenylethyl)-N2-(pyridin-3-ylmethyl)pyrrolidine-1,2-dicarboxamide